methyl 4-[[4-[3-(2,6-dioxo-3-piperidyl)-7-fluoro-1-methyl-indazol-6-yl]-1-piperidyl]methyl]piperidine-1-carboxylate O=C1NC(CCC1C1=NN(C2=C(C(=CC=C12)C1CCN(CC1)CC1CCN(CC1)C(=O)OC)F)C)=O